[Cl-].C[N+](CC1=CC=CC=C1)(C)C trimethylbenzylammonium chloride